ethyl 2-[5-[[bis(tert-butoxycarbonyl)amino]methyl]-4-chloro-6-oxo-pyridazin-1-yl]propanoate C(C)(C)(C)OC(=O)N(C(=O)OC(C)(C)C)CC1=C(C=NN(C1=O)C(C(=O)OCC)C)Cl